1-(4-chlorophenyl)-pyrazol-3-ol ClC1=CC=C(C=C1)N1N=C(C=C1)O